1-[2-(3-dimethylamino-anilino)-pyrimidin-4-yl]-1H-indole-3-carboxamide CN(C=1C=C(NC2=NC=CC(=N2)N2C=C(C3=CC=CC=C23)C(=O)N)C=CC1)C